(S)-4-(pyrrolidin-3-yloxy)benzoic acid methyl ester, hydrochloride salt Cl.COC(C1=CC=C(C=C1)O[C@@H]1CNCC1)=O